2-phenylisothiazolo[5,4-b]quinolin-3(2H)-one C1(=CC=CC=C1)N1SC2=NC3=CC=CC=C3C=C2C1=O